C(C)(C)OCC1=CC(=NC=C1)NC=1SC2=C(N1)C=CC(=C2)C2=CC=NC=C2 N-(4-(isopropoxymethyl)pyridin-2-yl)-6-(pyridin-4-yl)benzo[d]thiazol-2-amine